4-(2,6-bis(benzyloxy)pyridin-3-yl)-3-chloro-2-fluoroaniline C(C1=CC=CC=C1)OC1=NC(=CC=C1C1=C(C(=C(N)C=C1)F)Cl)OCC1=CC=CC=C1